5-bromobenzo[c]fluoren-7-one BrC1=CC=2C(C=3C=CC=CC3C2C2=C1C=CC=C2)=O